N-cyclopropyl-4-(5-isopropyl-6-(8-methyl-[1,2,4]triazolo[1,5-a]pyridin-6-yl)-1H-indazol-3-yl)cyclohexan-1-amine C1(CC1)NC1CCC(CC1)C1=NNC2=CC(=C(C=C12)C(C)C)C=1C=C(C=2N(C1)N=CN2)C